benzyl (2R)-2-[[tert-butoxycarbonyl(methyl)amino]methyl]morpholine-4-carboxylate C(C)(C)(C)OC(=O)N(C)C[C@@H]1CN(CCO1)C(=O)OCC1=CC=CC=C1